(5S,6R)-6-Amino-1-(6-tert-butyl-5-methyl-pyrrolo[2,3-b]pyrazin-3-yl)-5-(cyclopropylmethyl)-7-hydroxy-heptan-1-one N[C@H]([C@@H](CCCC(=O)C1=CN=C2C(=N1)N(C(=C2)C(C)(C)C)C)CC2CC2)CO